C(C)OC(=O)C=1N=CSC1C(F)(F)F 5-(trifluoromethyl)thiazole-4-carboxylic acid ethyl ester